CC(=CCCC(=O)OC)CCCC(CCCC(CCCC(C)C)C)C methyl 5,9,13,17-tetramethyloctadec-4-enoate